8-(4-Bromophenyl)-6-azaspiro[3.4]octane BrC1=CC=C(C=C1)C1CNCC12CCC2